CS(=O)(=O)C1=CC=C(C(=O)OC2=CC=C(C=C2)C=2N=CN(C2)C(NCC2CN(CC2)C2=CC=CC=C2)=O)C=C1 4-(1-((1-phenylpyrrolidin-3-yl)methylcarbamoyl)-1H-imidazol-4-yl)phenyl 4-(methylsulfonyl)benzoate